((1R,5S,6r)-3-Azabicyclo[3.1.0]hexan-6-yl)((S)-2-methylpyrrolidin-1-yl)methanone hydrochloride Cl.[C@H]12CNC[C@@H]2C1C(=O)N1[C@H](CCC1)C